C1(CC1)C(=O)N1CCC(CC1)(O)CN1C=NC2=C(C1=O)C=NN2C2=CC=C(C=C2)C2CCN(CC2)CC(F)F 5-{(1-(cyclopropanecarbonyl)-4-hydroxypiperidin-4-yl)methyl}-1-(4-(1-(2,2-difluoroethyl)piperidin-4-yl)phenyl)-1H-pyrazolo[3,4-d]pyrimidin-4(5H)-one